2-chloro-N,N-dimethyl-6-(3-((R or S)-6-((R or S)-3,3,3-trifluoro-2-hydroxy-2-phenylpropanoyl)-6-azaspiro[2.5]octan-1-yl)propoxy)nicotinamide ClC1=C(C(=O)N(C)C)C=CC(=N1)OCCC[C@@H]1CC12CCN(CC2)C([C@@](C(F)(F)F)(C2=CC=CC=C2)O)=O |o1:16,25|